C1(CCCCC1)N[C@@H](C(=O)N1[C@@H](CN(CC1)C(=O)OC1=C(C=CC=C1)Cl)C(NCC=1SC=CC1)=O)C1CCN(CC1)S(=O)(=O)CC(C)C 2-chlorophenyl (3S)-4-[(2R)-2-(cyclohexylamino)-2-{1-[(2-methylpropyl)sulfonyl]piperidin-4-yl}acetyl]-3-[(thiophen-2-ylmethyl)carbamoyl]piperazine-1-carboxylate